5-Octyltridecyl 7-(N-(3-(dimethylamino)propyl)-8-oxo-8-(undecan-3-yloxy)octanamido)-heptadecanoate CN(CCCN(C(CCCCCCC(OC(CC)CCCCCCCC)=O)=O)C(CCCCCC(=O)OCCCCC(CCCCCCCC)CCCCCCCC)CCCCCCCCCC)C